Cl.ClC1=CC=NC2=CC=C(C=C12)OC(F)(F)F 4-chloro-6-(trifluoromethoxy)quinoline hydrochloride